5-fluoro-4-iodo-2,2-dimethyl-2,3-dihydro-indole-1-carboxylic acid methyl ester COC(=O)N1C(CC2=C(C(=CC=C12)F)I)(C)C